2-Amino-N-[4-fluoro-5-[(4-methoxypyridin-2-yl)carbamoyl]-2-methylphenyl]-1,3-thiazole-5-carboxamide NC=1SC(=CN1)C(=O)NC1=C(C=C(C(=C1)C(NC1=NC=CC(=C1)OC)=O)F)C